OC1=C(C=O)C(=CC(=C1)C)OCC1=CC=C(C=C1)OC 2-hydroxy-6-((4-methoxybenzyl)oxy)-4-methylbenzaldehyde